7,7'-dimethoxy-4,4'-bibenzo[d][1,3]dioxazole COC1=CC=C(C2=C1ONO2)C2=CC=C(C=1ONOC12)OC